C(C)(C)(C)[C@@H]1N(CCC(C1(C)C)(O)CN1C=NC(=CC1=O)Cl)C(=O)OC(C=1SC=CC1Cl)C1=C(C(=C(C=C1)F)F)OCC=C (2-(allyloxy)-3,4-difluorophenyl)(3-chlorothien-2-yl)methanol tert-Butyl-(S)-4-((4-chloro-6-oxopyrimidin-1(6H)-yl)methyl)-4-hydroxy-3,3-dimethylpiperidine-1-carboxylate